methyl 3-(2-(4,4-difluoroazepan-1-yl)quinoline-3-carboxamido)benzoate FC1(CCN(CCC1)C1=NC2=CC=CC=C2C=C1C(=O)NC=1C=C(C(=O)OC)C=CC1)F